P(OC1=CC=CC=C1)([O-])[O-] phenyl phosphite